C(C)(C)(C)OOC(C)(C)C1=CC(=CC=C1)C(C)(C)OOC(C)(C)C 1,3-Bis(t-butylperoxyisopropyl)benzol